5-(2-chlorobenzo[d]oxazol-6-yl)-3-methyl-oxazolidin-2-one ClC=1OC2=C(N1)C=CC(=C2)C2CN(C(O2)=O)C